COC1=C(C=C(C2=CC=CC=C12)OC)C(=O)O 1,4-dimethoxy-2-naphthoic acid